(R)-tert-butyl 2-acetamido-6-methyl-6,7-dihydrothiazolo[5,4-c]pyridine-5(4H)-carboxylate C(C)(=O)NC=1SC=2CN([C@@H](CC2N1)C)C(=O)OC(C)(C)C